COC=1C=C(C=C(C1)OC)N1N=C(C=2C1=NC=C(C2)NC(C=C)=O)C N-(1-(3,5-dimethoxyphenyl)-3-methyl-1H-pyrazolo[3,4-b]pyridin-5-yl)acrylamide